N1=C(C=CC=C1)CCC/C=C/CCN1C(C2=CC=CC=C2C1=O)=O 2-[(3E)-7-(pyridin-2-yl)hept-3-enyl]isoindole-1,3-dione